N1=CC(=CC=C1)C=1C=C2CCNCC2=CC1 6-(pyridin-3-yl)-1,2,3,4-tetrahydroisoquinoline